(2R,3R,4S,5R,6R)-6-((((1-aminocyclohexyl)methyl)amino)methyl)-4-(4-(2,3-difluoro-4-methylphenyl)-1H-1,2,3-triazol-1-yl)-2-(hydroxymethyl)-5-methoxytetrahydro-2H-pyran-3-ol NC1(CCCCC1)CNC[C@@H]1[C@@H]([C@H]([C@H]([C@H](O1)CO)O)N1N=NC(=C1)C1=C(C(=C(C=C1)C)F)F)OC